CC1=CC=C(C=C1)N1NC2=CC=CC=C2C1=O 2-(4-methylphenyl)-indazol-3-one